Methyl 3-amino-4-{[(2E)-4-({2-amino-4-carbamoyl-6-[3-(morpholin-4-yl)propoxy]phenyl}amino)but-2-en-1-yl]amino}-5-methoxybenzoate NC=1C=C(C(=O)OC)C=C(C1NC\C=C\CNC1=C(C=C(C=C1OCCCN1CCOCC1)C(N)=O)N)OC